(R)-(5-(((6-((5,6,7,8-tetrahydroimidazo[1,2-a]pyridin-7-yl) methoxy) pyridin-3-yl) methyl) amino) isoquinolin-1-yl) carbamate C(N)(OC1=NC=CC2=C(C=CC=C12)NCC=1C=NC(=CC1)OC[C@H]1CC=2N(CC1)C=CN2)=O